1H-pyrrole-2-carboxylic acid [2-[5-(3,5-difluoro-benzyl)-1H-indazol-3-ylcarbamoyl]-5-(4-methyl-piperazin-1-yl)-phenyl]-amide FC=1C=C(CC=2C=C3C(=NNC3=CC2)NC(=O)C2=C(C=C(C=C2)N2CCN(CC2)C)NC(=O)C=2NC=CC2)C=C(C1)F